N-((2R,3S)-1-(5-((R)-1-acryloylazetidin-2-yl)-3-((2-(4-hydroxy-4-methylpiperidin-1-yl)pyrimidin-4-yl)amino)isoquinolin-8-yl)-2-methylazetidin-3-yl)-N-isopropylmethanesulfonamide C(C=C)(=O)N1[C@H](CC1)C1=C2C=C(N=CC2=C(C=C1)N1[C@@H]([C@H](C1)N(S(=O)(=O)C)C(C)C)C)NC1=NC(=NC=C1)N1CCC(CC1)(C)O